4-methyl-5-[2-(1,1,1-trifluoro-2-methylpropan-2-yl)pyridin-4-yl]-1,3-thiazol-2-ylpyrrolidine-1,2-dicarboxamide CC=1N=C(SC1C1=CC(=NC=C1)C(C(F)(F)F)(C)C)C1(N(CCC1)C(=O)N)C(=O)N